FC1=C(C=CC=C1F)[C@H]1N(CC[C@H](C1)NC)C(=O)N1CC2(CCCC2)[C@@H](CC1)CN1C=NC(=CC1=O)C1=CC=CC=C1 3-(((R)-7-((2S,4R)-2-(2,3-difluorophenyl)-4-(methylamino)piperidine-1-carbonyl)-7-azaspiro[4.5]dec-10-yl)methyl)-6-phenylpyrimidin-4(3H)-one